deoxy-2-deoxygalactopyranose C1C[C@@H](O)[C@@H](O)[C@H](O1)CO